3-(5-(((1r,2r,3r)-rel-2-amino-3-fluorocyclohexyl)methyl)-1-oxoisoindolin-2-yl)piperidine-2,6-dione N[C@@H]1[C@H](CCC[C@H]1F)CC=1C=C2CN(C(C2=CC1)=O)C1C(NC(CC1)=O)=O |o1:1,2,6|